The molecule is a member of the class of acetamides that is paracetamol sulfate substituted by a methoxy group at position 3. It has a role as a drug metabolite. It is an aryl sulfate, a member of acetamides and a monomethoxybenzene. It derives from a paracetamol sulfate. It is a conjugate acid of a 2-methoxyacetaminophen sulfate(1-). CC(=O)NC1=C(C=C(C=C1)OS(=O)(=O)O)OC